(3R)-1-[(2R)-2-[4-(2-chloro-4-fluoro-phenyl)-2-oxo-chromen-7-yl]oxypropanoyl]piperidine-3-carboxylic acid ClC1=C(C=CC(=C1)F)C1=CC(OC2=CC(=CC=C12)O[C@@H](C(=O)N1C[C@@H](CCC1)C(=O)O)C)=O